methyl (2S)-2-(tert-butoxy carbonyl amino)-3-[(3S)-2-oxo-3-piperidyl]propanoate C(C)(C)(C)OC(=O)N[C@H](C(=O)OC)C[C@H]1C(NCCC1)=O